C(#N)OC(C=CN)=O cyano-β-aminoacrylate